(5-Methylbenzo[d]isoxazol-3-yl)-4-oxo-4,5-dihydrothieno[3,2-c]pyridine-7-carboxylic acid methyl ester COC(=O)C=1C2=C(C(NC1)=O)C=C(S2)C2=NOC1=C2C=C(C=C1)C